tert-butyl ((1S,3R)-3-(6-bromo-2-(methylthio)-1H-imidazo[4,5-c]pyridin-1-yl)cyclohexyl)carbamate BrC1=CC2=C(C=N1)N=C(N2[C@H]2C[C@H](CCC2)NC(OC(C)(C)C)=O)SC